[C@H]12CCCC[C@@H]2O1 (1R,2S,6S)-7-oxabicyclo[4.1.0]heptan